diisopropoxytitanium bis(propyl acetoacetate) C(CC)CC(CC(=O)[O-])=O.C(CC)CC(CC(=O)[O-])=O.C(C)(C)O[Ti+2]OC(C)C